NC([C@H](CC1=CC=CC=C1)NC(CNC(C1=CC=C(C=C1)N1N=NC(=C1)CN(CC1=CC=CC=C1)CC1=CC=CC=C1)=O)=O)=O (S)-N-(2-((1-amino-1-oxo-3-phenylpropan-2-yl)amino)-2-oxoethyl)-4-(4-((dibenzylamino)methyl)-1H-1,2,3-triazol-1-yl)benzamide